CN1C=C(C2=CC=CC=C12)C(=O)O methyl-1H-indole-3-carboxylic acid